ClC=1C=C2C=NC(=NC2=CC1C1CN(CC1)C1COC1)NC=1C=NN(C1Cl)C1CC1 6-chloro-N-(5-chloro-1-cyclopropyl-1H-pyrazol-4-yl)-7-[1-(oxetan-3-yl)pyrrolidin-3-yl]quinazolin-2-amine